1-(1-methylpyrazol-4-yl)ethanone CN1N=CC(=C1)C(C)=O